Aporphin C1=CC=C2CCN(C)C3CC4=CC=CC=C4C1=C23